C1(CC1)CC1=C(C(=NN1C=1SC=C(N1)C(=O)O)C1=CC(=CC=C1)C=1C=NC(=CC1)C)CC1=CC(=C(C=C1)S(N)(=O)=O)F 2-(5-(cyclopropylmethyl)-4-(3-fluoro-4-sulfamoylbenzyl)-3-(3-(6-methylpyridin-3-yl)phenyl)-1H-pyrazol-1-yl)thiazole-4-carboxylic acid